NC1=NC(=NC=C1)C=1C=NN(C1OCC[C@H](C)NC1=C(C=NC(=C1)Cl)C1=NC=CC=C1OC)C (S)-N-(4-((4-(4-Aminopyrimidin-2-yl)-1-methyl-1H-pyrazol-5-yl)oxy)butan-2-yl)-6'-chloro-3-methoxy-[2,3'-bipyridin]-4'-amine